N-[[6-(pyridine-3-carbonyl)-6-azaspiro[2.5]octan-2-yl]methyl]furo[2,3-c]pyridine-2-carboxamide N1=CC(=CC=C1)C(=O)N1CCC2(C(C2)CNC(=O)C2=CC=3C(=CN=CC3)O2)CC1